azetidine-1-carboxylic acid 2-methylpropan-2-yl ester CC(C)(C)OC(=O)N1CCC1